(tert-butoxycarbonyl)-L-serine methacrylate C(C(=C)C)(=O)OC[C@H](NC(=O)OC(C)(C)C)C(=O)O